C(C)(C)C1=C(C=C)C(=CC=C1)C(C)C (Z)-2,6-diisopropyl-styrene